O1C=C(C2=C1C=CC=C2)CNC=2C=NC=CC2C(=O)O 3-[(1-benzofuran-3-ylmethyl)amino]pyridine-4-carboxylic acid